COC1=CC=C(C=C1)C=1N=C(SC1)NN (4-methoxyphenyl)-2-hydrazinothiazole